methyl 4-((3-bromo-7-(butylamino)-5-((methoxycarbonyl)amino)-1H-pyrazolo[4,3-d]pyrimidin-1-yl)methyl)-3-cyclopropoxybenzoate BrC1=NN(C2=C1N=C(N=C2NCCCC)NC(=O)OC)CC2=C(C=C(C(=O)OC)C=C2)OC2CC2